FC=1C(NC(N(C1)CO)=O)=O 5-Fluoro-1-(hydroxymethyl)pyrimidine-2,4(1H,3H)-dione